N[C@H](C#N)CC1=C(C=C(C=C1)C=1C=C2C(=CC1)NC(C21CCN(CC1)C)=O)F (S)-2-amino-3-(2-fluoro-4-(1'-methyl-2-oxospiro[indoline-3,4'-piperidin]-5-yl)phenyl)propanenitrile